7-(5-fluoro-2-(((3S,4R)-3-hydroxytetrahydro-2H-pyran-4-yl)amino)pyrimidin-4-yl)-2-(((S)-3-hydroxypiperidin-1-yl)methyl)-1-isopropyl-3-methylquinolin-4(1H)-one FC=1C(=NC(=NC1)N[C@H]1[C@@H](COCC1)O)C1=CC=C2C(C(=C(N(C2=C1)C(C)C)CN1C[C@H](CCC1)O)C)=O